1-[2-cyano-4-(trifluoromethyl)phenyl]-4-[6-(2-methylphenyl)pyridin-3-yl]-N-[(3R)-1-methylpyrrolidin-3-yl]piperidine-4-carboxamide C(#N)C1=C(C=CC(=C1)C(F)(F)F)N1CCC(CC1)(C(=O)N[C@H]1CN(CC1)C)C=1C=NC(=CC1)C1=C(C=CC=C1)C